C1(CCCC1)COC1=NC(=NN2C1=C(C=C2)C=2C=C1C(=NC2)N=C(N1C1CC1)C)NC=1C=NN(C1)C 4-cyclopentylmethoxy-5-(1-cyclopropyl-2-methyl-1H-imidazo[4,5-b]pyridin-6-yl)-N-(1-methylpyrazol-4-yl)pyrrolo[2,1-f][1,2,4]triazin-2-amine